(4-methoxybenzyl)-5-(4-(2-methylpropylthio)piperazin-1-yl)imidazo[1,5-a]pyridine-7-sulfonamide COC1=CC=C(CC=2N=CN3C2C=C(C=C3N3CCN(CC3)SCC(C)C)S(=O)(=O)N)C=C1